C(C)C=1N=CC=2CCCCC2C1 3-Ethyl-5,6,7,8-tetrahydroisoquinolin